endo-galacturonate O=C[C@H](O)[C@@H](O)[C@@H](O)[C@H](O)C(=O)[O-]